ClC1=CC=C(C(=N1)C(=O)O)N[C@H](C)C1=C2C=C(C(=NC2=CC(=C1)C)C=1C(=NOC1C)C)C=1C=NC(=CC1)OC (R)-6-chloro-3-((1-(2-(3,5-dimethylisoxazol-4-yl)-3-(6-methoxypyridin-3-yl)-7-methylquinolin-5-yl)ethyl)amino)picolinic acid